ClC(CCOCCOCCNC(OC(C)(C)C)=O)=O tert-butyl (2-(2-(3-chloro-3-oxopropoxy)ethoxy)ethyl)carbamate